O1CCN(CC1)C1=C(C=C(C=C1)C1=NC2=C(N1)C=CC(=C2)N)C(F)(F)F 2-(4-morpholino-3-(trifluoromethyl)phenyl)-1H-benz[d]imidazol-5-amine